tert-butyl N-(5-amino-4-fluoro-6-iodo-3-methylpyridin-2-yl)-N-[(tert-butoxy)carbonyl]carbamate NC=1C(=C(C(=NC1I)N(C(OC(C)(C)C)=O)C(=O)OC(C)(C)C)C)F